C(C)(C)(C)C1N(CCN(C1)CCCN)C(=O)N tert-butyl-4-(3-aminopropyl)piperazine-1-carboxamide